CC=1C=C2C=NC(=NN2C1C1=NC=CC=C1)N[C@H]1[C@@H](COCC1)O (3S,4R)-4-((6-methyl-7-(pyridin-2-yl)pyrrolo[2,1-f][1,2,4]triazin-2-yl)amino)tetrahydro-2H-pyran-3-ol